OCC1CCN(CC1)C1C(NC(CC1)=O)=O 3-[4-(hydroxymethyl)-1-piperidyl]piperidine-2,6-dione